C[C@@H]1O[C@H]1C (2S,3S)-2,3-dimethyl-oxirane